ClC=1C=C(C(=NC1)OC)S(=O)(=O)N1CCC2(CCCO2)CC1 8-((5-chloro-2-methoxypyridin-3-yl)sulfonyl)-1-oxa-8-azaspiro[4.5]decane